NC=1C2=C(N=CN1)N(C(=C2C=2C=NC1=CC=CC=C1C2)C#C)C21CCC(CC2)(C1)NC(=O)C1=[N+](C=CC=C1)[O-] 2-((4-(4-Amino-6-ethynyl-5-(quinolin-3-yl)-7H-pyrrolo[2,3-d]pyrimidin-7-yl)bicyclo-[2.2.1]heptan-1-yl)carbamoyl)pyridine 1-oxide